C(CCCCCCCCCCCCCCC(C)C)(=O)OCC(COC(CCCCCCCCCCCCCCC(C)C)=O)(COC(CCCCCCCCCCCCCCC(C)C)=O)COC(CCCCCCCCCCCCCCC(C)C)=O pentaerythritol tetra-isostearate